C(OCCN=C=O)(OCCN=C=O)=O bis(2-isocyanato-ethyl) carbonate